BrC=1C(C([C@@H]2CC[C@]3([C@@]4(CC[C@]5(CCC(C[C@H]5C4C(C=C3[C@]2(C1)C)=O)(C)C)C(=O)OC)C)C)(C)C)=O methyl (4aS,6aR,6bS,8aR,12aR,14bS)-11-bromo-2,2,6a,6b,9,9,12a-heptamethyl-10,14-dioxo-1,3,4,5,6,6a,6b,7,8,8a,9,10,12a,14,14a,14b-hexadecahydropicene-4a(2H)-carboxylate